(3s,4s)-3-((s)-6-fluoro-5H-imidazo[5,1-a]isoindol-5-yl)tetrahydro-2H-pyran-4-ol FC1=C2[C@@H](N3C(C2=CC=C1)=CN=C3)[C@H]3COCC[C@@H]3O